C(C)(=O)N1C(C(C=C1C1=CC=CC=C1)(CS(=O)(=O)C=1C(C)=CC=CC1)C)=O 1-acetyl-3-methyl-5-phenyl-3-((o-toluenesulfonyl)methyl)-1,3-dihydro-2H-pyrrol-2-one